NC=1C(=NC(=CN1)C1=NC(=CC=C1)N1CCOCC1)C(=O)NC1=NC=CC=C1N1CCC(CC1)N 3-Amino-N-(3-(4-aminopiperidin-1-yl)pyridin-2-yl)-6-(6-morpholinopyridin-2-yl)pyrazin-2-carboxamid